(1-(4,6-dimethylpyrimidin-2-yl)-1,6-diazaspiro[3.4]oct-6-yl)(5-fluoro-2-(2H-1,2,3-triazol-2-yl)phenyl)methanone CC1=NC(=NC(=C1)C)N1CCC12CN(CC2)C(=O)C2=C(C=CC(=C2)F)N2N=CC=N2